tert-butyl 4-{5-bromo-4-[2-fluoro-3-(propane-1-sulfonamido)phenyl]-1,3-thiazol-2-yl}piperidine-1-carboxylate BrC1=C(N=C(S1)C1CCN(CC1)C(=O)OC(C)(C)C)C1=C(C(=CC=C1)NS(=O)(=O)CCC)F